4,4'-diaminodiphenylmethane-2,2'-disulfonic acid C1=CC(=C(C=C1N)S(=O)(=O)O)CC2=C(C=C(C=C2)N)S(=O)(=O)O